BrC1=C(C(=CC=C1)N=O)CCl 1-bromo-2-(chloromethyl)-3-nitroso-benzene